5-(5-((R)-1-(3,5-dichloropyridin-4-yl)ethoxy)-1H-indazol-3-yl)-3-methyl-N-((R)-tetrahydrofuran-3-yl)pyridin-2-amine ClC=1C=NC=C(C1[C@@H](C)OC=1C=C2C(=NNC2=CC1)C=1C=C(C(=NC1)N[C@H]1COCC1)C)Cl